(R)-1-(7-(8-Ethyl-7-fluoro-3-hydroxynaphthalen-1-yl)-2-(((2R,7aS)-2-fluorotetrahydro-1H-pyrrolizin-7a(5H)-yl)methoxy)-8-methylpyrido[4,3-d]pyrimidin-4-yl)-3-methylpiperidin-3-ol C(C)C=1C(=CC=C2C=C(C=C(C12)C1=C(C=2N=C(N=C(C2C=N1)N1C[C@@](CCC1)(O)C)OC[C@]12CCCN2C[C@@H](C1)F)C)O)F